phenyl (5-(tert-butyl)-2-methoxy-3-(methylsulfonyl)phenyl)-carbamate C(C)(C)(C)C=1C=C(C(=C(C1)NC(OC1=CC=CC=C1)=O)OC)S(=O)(=O)C